2-(4-acetyl-2-((7-(3-(aminomethyl)phenyl)-2-(methoxymethyl)benzofuran-5-yl)methoxy)phenyl)acetic acid C(C)(=O)C1=CC(=C(C=C1)CC(=O)O)OCC=1C=C(C2=C(C=C(O2)COC)C1)C1=CC(=CC=C1)CN